C(C)OC(=O)C1=C(N=C(S1)NC1=NC(=CC(=N1)C1=CC=C(C=C1)C(N(CCC)CC1CC1)=O)N1CCC(CC1)O)C 2-[4-[4-(N-cyclopropylmethyl-N-propylcarbamoyl)phenyl]-6-(4-hydroxypiperidin-1-yl)-pyrimidin-2-ylamino]-4-methyl-5-thiazolecarboxylic acid ethyl ester